CC=1C=2N(C=CC1)N=C(C2)[C@@H]2N(CCC1=C2N=CN1)C(=O)C=1C=NN2C1C=CC(=C2)C2=NC=CC=C2 (R)-(4-(4-methylpyrazolo[1,5-a]pyridin-2-yl)-6,7-dihydro-1H-imidazo[4,5-c]pyridin-5(4H)-yl)(6-(pyridin-2-yl)pyrazolo[1,5-a]pyridin-3-yl)methanone